N-(2,8-dimethylimidazo[1,2-a]pyrazin-6-yl)-4-(4,7-diazaspiro[2.5]octan-7-yl)-2,3-dihydro-1H-pyrrolo[2,3-b]pyridine-1-carboxamide 2,2,2-trifluoroacetate FC(C(=O)O)(F)F.CC=1N=C2N(C=C(N=C2C)NC(=O)N2CCC=3C2=NC=CC3N3CCNC2(CC2)C3)C1